N-(3-(2'-(2-cyanoacetamido)-[2,4'-bipyridyl]-4-yl)-4-methylphenyl)-2-(trifluoromethyl)isonicotinamide C(#N)CC(=O)NC1=NC=CC(=C1)C1=NC=CC(=C1)C=1C=C(C=CC1C)NC(C1=CC(=NC=C1)C(F)(F)F)=O